CC1(CNC2=CC=CC=C12)CCO 2-(3-methylindolin-3-yl)ethanol